CC1=C(C=CC=C1C)N1CCN(CC1)C(CN1N=C(C2=C1CCC2)C(=O)N2CCC(CC2)OC)=O 1-[4-(2,3-dimethylphenyl)piperazin-1-yl]-2-[3-(4-methoxypiperidine-1-carbonyl)-5,6-dihydrocyclopenta[c]pyrazol-1(4H)-yl]ethan-1-one